C1(CCC1)N[C@@H]1CN(CC1)C1=CC=C(N=N1)C1=C(C=C(C(=C1)F)C=1C=NNC1)O 2-{6-[(3S)-3-(cyclobutylamino)pyrrolidin-1-yl]pyridazin-3-yl}-4-fluoro-5-(1H-pyrazol-4-yl)phenol